C(C=C)OCC(CO)O 3-allyloxy-1,2-propanediol